3',6'-dibromo-6-(3-(2-((6-chlorohexyl)oxy)ethoxy)propoxy)-3H-spiro[isobenzofuran-1,9'-xanthen]-3-one BrC=1C=CC=2C3(C4=CC=C(C=C4OC2C1)Br)OC(C1=CC=C(C=C13)OCCCOCCOCCCCCCCl)=O